(3R)-3-hydroxypyrrolidine-1-carboxamide O[C@H]1CN(CC1)C(=O)N